C(=O)C1=CC=C(C2=CC=CC=C12)B(O)O (4-Formylnaphthalen-1-yl)boronic acid